COC(CCSC1=CC=C2C=NNC2=C1Cl)=O 3-((7-chloro-1H-indazol-6-yl)thio)propanoic acid methyl ester